FC=1C(=NC(=NC1)N[C@H]1[C@@H](COCC1)O)C=1C=C2C(=C(C=NC2=CC1)CN1CC(C1)O)C(C)C 1-((6-(5-fluoro-2-(((3S,4R)-3-hydroxytetrahydro-2H-pyran-4-yl)amino)pyrimidin-4-yl)-4-isopropylquinolin-3-yl)methyl)azetidin-3-ol